FC=1C=C(C=CC1)C=1NC(=CC1C(=O)N)C1=C2C(=NC=C1)NC=C2 2-(3-fluorophenyl)-5-(1H-pyrrolo[2,3-b]pyridin-4-yl)-1H-pyrrole-3-carboxamide